S-(2-{(3-Aminopropyl)[(R)-[1-benzyl-4-(2,5-difluorophenyl)-1H-pyrrol-2-yl](cyclohexyl)methyl]amino}-2-oxoethyl)-N-[6-(2,5-dioxo-2,5-dihydro-1H-pyrrol-1-yl)hexanoyl]-L-cysteine NCCCN(C(CSC[C@H](NC(CCCCCN1C(C=CC1=O)=O)=O)C(=O)O)=O)[C@H](C1CCCCC1)C=1N(C=C(C1)C1=C(C=CC(=C1)F)F)CC1=CC=CC=C1